C=12C=3C=CC=C([C@H]4C[C@@H]4C(NCCCOC=4C=CC(NN1)=C2C4)=O)C3 (7S,9S)-15-oxa-11,20,21-triazapentacyclo[14.5.2.12,6.07,9.019,22]tetracosa-1(21),2(24),3,5,16(23),17,19(22)-heptaen-10-one